BrC=1C=C(C=CC1)C[C@@H](C(=O)NC)NC(=O)C1=NNC2=CC=CC=C12 (S)-N-(3-(3-bromophenyl)-1-(methylamino)-1-oxopropan-2-yl)-1H-indazole-3-carboxamide